Cl.CC=1N=NC=CC1N 3-methylpyridazin-4-amine, Hydrochloride